3-cyano-3-(4-(1-(4-(trifluoromethoxy)phenyl)-1H-1,2,4-triazol-3-yl)phenyl)propionyl azide C(#N)C(CC(=O)N=[N+]=[N-])C1=CC=C(C=C1)C1=NN(C=N1)C1=CC=C(C=C1)OC(F)(F)F